2-Methyl-5-(2-(methylamino)ethoxy)-N-(1-(7-(thiophen-2-yl)quinolin-5-yl)cyclopropyl)benzamide CC1=C(C(=O)NC2(CC2)C2=C3C=CC=NC3=CC(=C2)C=2SC=CC2)C=C(C=C1)OCCNC